6-Methyl-2-(3,3,5,5-tetrafluoropiperidin-1-yl)pyrimidine-4-carbohydrazide CC1=CC(=NC(=N1)N1CC(CC(C1)(F)F)(F)F)C(=O)NN